C[N+](C)(C)C[C@H](CC(=O)[O-])O The molecule is the (S)-enantiomer of carnitine. It is a conjugate base of a (S)-carnitinium. It is an enantiomer of a (R)-carnitine.